NC1=CC(=CC(=N1)C=1C(=C2[C@H](N(C(C2=CC1)=O)C1C(NC(CC1)=O)=O)C)F)C 3-((R)-5-(6-amino-4-methylpyridin-2-yl)-4-fluoro-3-methyl-1-oxoisoindolin-2-yl)piperidine-2,6-dione